2-chloro-N-methyl-4-[[4-[1-methyl-4-(trifluoromethyl)imidazol-2-yl]phenyl]methoxy]pyrimidin-5-amine ClC1=NC=C(C(=N1)OCC1=CC=C(C=C1)C=1N(C=C(N1)C(F)(F)F)C)NC